N-(1-(6-(2,4-difluorophenoxy)pyridin-3-yl)ethyl)-1-methyl-2-oxo-2,3-dihydro-1H-benzimidazole-5-carboxamide FC1=C(OC2=CC=C(C=N2)C(C)NC(=O)C2=CC3=C(N(C(N3)=O)C)C=C2)C=CC(=C1)F